2-[1-[(2,3-Difluorophenyl)methyl]-5-oxo-pyrrolidin-2-yl]acetic acid FC1=C(C=CC=C1F)CN1C(CCC1=O)CC(=O)O